C(C)(C)(C)OC(N[C@H]1CN(CCC1)C1C(CC(C1)C1=CC=C(C=C1)F)N1C=C(C=C1)C#N)=O (3R)-1-(2-(3-cyano-1H-pyrrol-1-yl)-4-(4-fluorophenyl)cyclopentyl)piperidin-3-ylcarbamic acid tert-butyl ester